C1(CCCC1)C1=C(N(N=C1C(F)(F)F)C1=NN(C=C1)C)N 4-cyclopentyl-2-(1-methylpyrazol-3-yl)-5-(trifluoromethyl)pyrazol-3-amine